3-(3-((4-(1-isopropyl-6-((2-(4-methoxypiperidin-1-yl)pyrimidin-4-yl)amino)-1H-pyrazolo[4,3-c]pyridin-3-yl)piperazin-1-yl)methyl)phenyl)piperidine-2,6-dione C(C)(C)N1N=C(C=2C=NC(=CC21)NC2=NC(=NC=C2)N2CCC(CC2)OC)N2CCN(CC2)CC=2C=C(C=CC2)C2C(NC(CC2)=O)=O